3-carbonylpiperidine-1-carboxylic acid tert-butyl ester C(C)(C)(C)OC(=O)N1CC(CCC1)=C=O